C(N)(OC(CCC)CC)=O 1-ethylbutyl carbamate